CC1=C(C(C(=O)O)=CC=C1)OI.C1(=CC=CC=C1)C1=C(C(=C(C2=C1[Se]C1=C2C=CC=C1)C1=C(C=CC=C1)C1=NN=NC(=C1C1=CC=CC=C1)C1=CC=CC=C1)C1=CC=CC=C1)C1=CC=CC=C1 diphenyl-Phenyl[(diphenyltriazinyl)phenyl]dibenzoselenophene methyl-iodosalicylate